N1=CC=C(C=C1)C=1C=C(C=CC1C1=CC=NC=C1)C1=CC(=NC(=C1)N1C2=CC=C(C=C2C=2C=C(C=CC12)N1C2=CC=CC=C2C=2C=CC=CC12)N1C2=CC=CC=C2C=2C=CC=CC12)N1C2=CC=C(C=C2C=2C=C(C=CC12)N1C2=CC=CC=C2C=2C=CC=CC12)N1C2=CC=CC=C2C=2C=CC=CC12 9',9''''-(4-(3,4-di(pyridin-4-yl)phenyl)pyridine-2,6-diyl)bis(9'H-9,3':6',9''-tercarbazole)